hydroxy levulinate C(CCC(=O)C)(=O)OO